(2r,7as)-2-fluoro-5-oxotetrahydro-1H-pyrrolizine F[C@@H]1C[C@@H]2CCC(N2C1)=O